[K].C(C)N1CCN(CC1)C[B-](F)(F)F.[H+] ((4-ethylpiperazin-1-yl)methyl)trifluoroboric acid potassium salt